C(=C)OCCOCCOCCOC=C triethylene glycol divinyl ether